COC(=O)C1=CC=2C(=CN=CC2NC2=CC(=C(C=C2)F)Cl)N1C(=O)OC(C)(C)C 1-Boc-4-((3-chloro-4-fluorophenyl)amino)-1H-pyrrolo[2,3-c]pyridine-2-carboxylic acid methyl ester